2-(4-iodophenyl)benzothiazole IC1=CC=C(C=C1)C=1SC2=C(N1)C=CC=C2